N=1OC(=C2C1C=CC=C2)C(=O)NC2=NN=C(S2)CC(=O)O [5-(2,1-benzoxazole-3-amido)-1,3,4-thiadiazol-2-yl]acetic acid